NC=1C(=C(C=CC1)[C@]1(N/C(/N(C(C1)=O)[C@H]1C[C@H](C(CC1)(F)F)C)=N\C(OC(C)(C)C)=O)C)Cl |&1:14,16| tert-Butyl (NE)-N-{(4S)-4-(3-amino-2-chlorophenyl)-1-[(1RS,3RS)-4,4-difluoro-3-methylcyclohexyl]-4-methyl-6-oxohexahydropyrimidin-2-ylidene}carbamate